[Li].FC(F)(F)N(S(=O)=O)C(F)(F)F bis(trifluoromethyl)sulfonamide lithium salt